C1(CCCCCCC1)C1=C(NN2C=CC=C3C2=CCCCC3)C(=CC=C1)C 1-(2-cyclooctyl-6-methylanilino)-5,6,7,8-tetrahydrocycloheptapyridine